C(C)(C)(C)OC(=O)N1C[C@@H](CC1)NC1=C2C=CC=NC2=CC(=C1)F (R)-3-((7-fluoroquinolin-5-yl)amino)pyrrolidine-1-carboxylic acid tert-butyl ester